N-(2,4-dioxo-2,4-dihydro-1H-benzo[d][1,3]oxazin-8-yl)butyramide O=C1OC(C2=C(N1)C(=CC=C2)NC(CCC)=O)=O